C[C@H]1CN(C[C@H](O1)C)C1=NC=NC(=C1)C1=NNC2=CC=C(C=C12)OC1(CC1)C (2S,6R)-2,6-dimethyl-4-(6-(5-(1-methylcyclopropoxy)-1H-indazol-3-yl)pyrimidin-4-yl)morpholine